6-(6-morpholino-3-pyridyl)-4-(2-pyridylsulfanyl)pyrazolo[1,5-a]pyridine-3-carbonitrile O1CCN(CC1)C1=CC=C(C=N1)C=1C=C(C=2N(C1)N=CC2C#N)SC2=NC=CC=C2